CCCCCCCCCCCCCCCCCCOP1OCC2(CO1)COP(OC2)OCCCCCCCCCCCCCCCCCC O,O'-dioctadecylpentaerythritol bis(phosphite)